C1[C@@H]([C@H](O[C@H]1N2C=NC3=C2N=CNC3=O)COP(=O)([O-])OP(=O)([O-])[O-])O The molecule is a 2'-deoxyribonucleoside 5'-diphosphate obtained by deprotonation of the diphosphate OH groups of 2'-deoxyinosine 5'-diphosphate; major species at pH 7.3. It is a conjugate base of a 2'-deoxyinosine-5'-diphosphate.